(S)-2-(4-(3-amino-1-(phenylsulfonyl)-1H-pyrazol-4-yl)benzylamino)-5-cyano-N-(1-(4-fluorophenyl)ethyl)nicotinamide NC1=NN(C=C1C1=CC=C(CNC2=C(C(=O)N[C@@H](C)C3=CC=C(C=C3)F)C=C(C=N2)C#N)C=C1)S(=O)(=O)C1=CC=CC=C1